verbascose C([C@@H]1[C@@H]([C@@H]([C@H]([C@H](O1)OC[C@@H]2[C@@H]([C@@H]([C@H]([C@H](O2)OC[C@@H]3[C@@H]([C@@H]([C@H]([C@H](O3)OC[C@@H]4[C@H]([C@@H]([C@H]([C@H](O4)O[C@]5([C@H]([C@@H]([C@H](O5)CO)O)O)CO)O)O)O)O)O)O)O)O)O)O)O)O)O